3,3-difluorocyclobutyl-ammonium cadmium salt [Cd+2].FC1(CC(C1)[NH3+])F